(±)-(1R,2R)-2-(((6-(5-((((cyclobutylmethyl)(methyl)carbamoyl)oxy)methyl)-1-methyl-1H-1,2,3-triazol-4-yl)-2-methylpyridin-3-yl)oxy)methyl)cyclobutane-1-carboxylic acid C1(CCC1)CN(C(=O)OCC1=C(N=NN1C)C1=CC=C(C(=N1)C)OC[C@H]1[C@@H](CC1)C(=O)O)C |r|